COC1=C(C=C(C#N)C=C1)C1=NC2=CC=CC=C2C(=N1)NCCN1CCN(CC1)C 4-methoxy-3-(4-((2-(4-methylpiperazin-1-yl)ethyl)amino)quinazolin-2-yl)benzonitrile